C(=O)[O-].C(C)(C)(C)OC(=O)N1CCC(CC1)N1N=CC(=C1)C=1C=CC2=C(N(C=[N+]2CC)CC)C1 6-(1-{1-[(tert-butoxy)carbonyl]piperidin-4-yl}-1H-pyrazol-4-yl)-1,3-diethyl-1H-1,3-benzodiazol-3-ium formate